((R)-4-methylmorpholin-2-yl) methyl-4-methylbenzenesulfonate CC1=C(C=CC(=C1)C)S(=O)(=O)O[C@@H]1CN(CCO1)C